S(=O)(=O)(OC(C)(C)O)[O-] 2-hydroxy-2-propyl sulfate